trans-4-{[Ethyl-[3-(4-fluorophenyl)propyl]amino]cyclohexyl}-3H-benzoxazol-2-one C(C)N(CCCC1=CC=C(C=C1)F)C1(CCCCC1)C1=CC=CC2=C1NC(O2)=O